3-(2,4-Bis(trifluoromethyl)phenyl)-7-fluoro-1-methyl-4,5-dihydro-1H-benzo[b]azepine-2(3H)-one FC(C1=C(C=CC(=C1)C(F)(F)F)C1CCC2=C(N(C1=O)C)C=CC(=C2)F)(F)F